1-(6-chloro-2-(1H-tetrazol-5-yl)pyridin-3-yl)pentan-1-ol ClC1=CC=C(C(=N1)C1=NN=NN1)C(CCCC)O